2-thiophenemethylamine S1C(=CC=C1)CN